FC(OC1CCC(CC1)N)(F)F (1R,4R)-4-(trifluoromethoxy)cyclohexan-1-amine